BrC=1C=C(C=2N(C1)C=C(N2)C)N 6-bromo-2-methyl-imidazo[1,2-a]pyridin-8-amine